FC1=C(C(=O)NN)C=CC=C1 2-fluorobenzoic Hydrazide